C(C)C=1C(NC=2C=C(C=NC2C1)CN1[C@@H](CN(CC1)C=1C=CC(=NC1)C(=O)NC)C)=O (R)-5-(4-((7-ethyl-6-oxo-5,6-dihydro-1,5-naphthyridin-3-yl)methyl)-3-methylpiperazin-1-yl)-N-methylpyridinamide